1-(3-(1H-pyrazol-4-yl)naphthalen-1-yl)ethan-1-amine N1N=CC(=C1)C=1C=C(C2=CC=CC=C2C1)C(C)N